IC1=CC=2C(=NC=CC2N2CCN(CC2)C(=O)OC(C)(C)C)N1S(=O)(=O)C1=CC=CC=C1 tert-butyl 4-(2-iodo-1-(phenylsulfonyl)-1H-pyrrolo[2,3-b]pyridin-4-yl)piperazine-1-carboxylat